ClC1=CC=C2C(=CC=NC2=C1)N[C@@H](CCCN(CCOP(=O)(OC)OC(C(=O)OC)O)CC)C Methyl 2-(((2-(((R)-4-((7-chloroquinolin-4-yl) amino) pentyl) (ethyl) amino) ethoxy) (methoxy) phosphoryl) oxy)-2-hydroxyacetate